tert-Butyl 2-methoxy-2-methyl-8-(tosyloxy)octanoate COC(C(=O)OC(C)(C)C)(CCCCCCOS(=O)(=O)C1=CC=C(C)C=C1)C